ClC1=NC(=NC=C1C#N)N[C@H]1C[C@H](CCC1)O 4-chloro-2-((1R,3S)-3-hydroxycyclohexylamino)pyrimidine-5-carbonitrile